ClC1=NC(=CC=C1C(=O)OC(C)(C)C)N1N=C(C=C1)OCCC(C1(CC1)C(F)(F)F)([2H])[2H] tert-Butyl 2-chloro-6-[3-[3,3-dideuterio-3-[1-(trifluoromethyl)cyclopropyl] propoxy]pyrazol-1-yl]pyridine-3-carboxylate